3-(2-ethynylthiazol-4-yl)-urea C(#C)C=1SC=C(N1)NC(N)=O